FC(C=1N=C2N(CC=CC3=C2C=CC(=C3)C#N)C1)(F)F 2-(trifluoromethyl)-5H-benzo[c]imidazo[1,2-a]azepine-9-carbonitrile